2-(3-fluorobenzyl-(methyl)amino)malononitrile FC=1C=C(CN(C(C#N)C#N)C)C=CC1